Cl.CSCC1CCNCC1 4-(methylsulfanyl-methyl)piperidine hydrochloride